methyl-N-(3,4-dichloro-10-(1-(tetrahydro-2H-pyran-2-yl)-1H-pyrazol-4-yl)-6,7,8,9-tetrahydropyrido[1,2-a]indol-7-yl)-2-(1,3-dioxoisoindolin-2-yl)ethanesulfonamide CC(CN1C(C2=CC=CC=C2C1=O)=O)S(=O)(=O)NC1CCC=2N(C3=C(C(=CC=C3C2C=2C=NN(C2)C2OCCCC2)Cl)Cl)C1